2-[5-ethylsulfonyl-6-[3-methyl-6-(trifluoromethyl)imidazo[4,5-c]pyridin-2-yl]-3-pyridyl]butanenitrile C(C)S(=O)(=O)C=1C=C(C=NC1C1=NC2=C(C=NC(=C2)C(F)(F)F)N1C)C(C#N)CC